ClC=1C=CC(=NC1)C1(OC2=C(O1)C=CC=C2C2C1CN(CC21)COC(=O)C=2C=CC1=C(N(C=N1)CC1=CN=CN1CC)C2)C ((6-(2-(5-chloropyridin-2-yl)-2-methylbenzo[d][1,3]dioxol-4-yl)-3-azabicyclo[3.1.0]hexan-3-yl)methyl)-1-((1-ethyl-1H-imidazol-5-yl)methyl)-1H-benzo[d]imidazole-6-carboxylate